C(C1=CC=CC=C1)N1C2(CC2)C[C@H](C1)O[Si](C)(C)C(C)(C)C (R)-4-benzyl-6-(t-Butyldimethylsiloxy)-4-azaspiro[2.4]heptane